CN1N=CC(=C1)C=1C=C2NCCN(C2=CC1)C1=NNC2=NC=CN=C21 3-[6-(1-methyl-1H-pyrazol-4-yl)-1,2,3,4-tetrahydroquinoxalin-1-yl]-1H-pyrazolo[3,4-b]pyrazin